OCCC1=CC2=C(N(C(N2C)=O)C2C(NC(CC2)=O)=O)C=C1 3-[5-(2-hydroxyethyl)-3-methyl-2-oxo-benzimidazol-1-yl]piperidine-2,6-dione